C(C(C)C)C=1C(=C(C2=CC=CC=C2C1)S(=O)(=O)O)CC(C)C.O1CCC(CC1)C1=NC=2C(=NC=CC2C2CCN(CCC2)C(=O)C2=CC=C(C=C2)OC(F)(F)F)N1 [4-(2-tetrahydropyran-4-yl-3H-imidazo[4,5-b]pyridin-7-yl)azepan-1-yl]-[4-(trifluoromethoxy)phenyl]methanone Diisobutyl-naphthalin-Sulfonate